FC=1C=C2C=C(NC2=CC1OCC=1N=COC1)CNC(=O)NC 1-((5-fluoro-6-(oxazol-4-ylmethoxy)-1H-indol-2-yl)methyl)-3-methylurea